F\C(=C/CN)\CS(=O)(=O)C1=NC2=CC=CC=C2C=C1 (Z)-3-fluoro-4-(quinolin-2-ylsulfonyl)but-2-en-1-amine